C1(CCC1)OC1=NC=2N(C=C1C(=O)NC=1C(N(C=CC1)C1C(C1)F)=O)C=C(N2)[C@@]21CO[C@@](C2)(C1)C cis-7-cyclobutoxy-N-(1-(2-fluorocyclopropyl)-2-oxo-1,2-dihydropyridin-3-yl)-2-(1-methyl-2-oxabicyclo[2.1.1]hex-4-yl)imidazo[1,2-a]pyrimidine-6-carboxamide